C1=CC=CC=2C(=CC=3C=CC=4C=CC=CC4C3C21)B(O)O benzo[c]phenanthren-5-ylboronic acid